O(C=1C(C=C(N(C1)CCCCCCCCCCCCCC)C(C)=O)=O)C=1C(C=C(N(C1)CCCCCCCCCCCCCC)C(C)=O)=O 5,5'-oxybis(N-tetradecyl-2-acetyl-pyridin-4-one)